BrC1=CC=2N(C=C1)N=C(N2)N(C(OC(C)(C)C)=O)C Tert-butyl (7-bromo-[1,2,4]triazolo[1,5-a]pyridin-2-yl)(methyl)carbamate